CCCC(CCC)S(=O)(=O)F heptane-4-sulfonyl fluoride